O=C1NC(CCC1N1C(C2=CC=C(C=C2C1=O)N1CCC(CC1)CN1C(C[C@@H](CC1)CN1CCNCC1)=O)=O)=O 2-(2,6-dioxo-3-piperidinyl)-5-[4-[[(4R)-2-oxo-4-(piperazin-1-ylmethyl)-1-piperidinyl]methyl]-1-piperidinyl]isoindoline-1,3-dione